CN(C1[NH+](CCC(N1C)C=O)C)C 2-dimethylamino-4-Formyl-1,3-dimethyl-1,4,5,6-tetrahydropyrimidinium